N4-isopropyl-N2-(2-methoxy-4-((4-morpholino-piperidin-1-yl)sulfonyl)phenyl)-5-(trifluoromethyl)-7H-pyrrolo[2,3-d]pyrimidine-2,4-diamine C(C)(C)NC=1C2=C(N=C(N1)NC1=C(C=C(C=C1)S(=O)(=O)N1CCC(CC1)N1CCOCC1)OC)NC=C2C(F)(F)F